FC=1C(=NC=CC1)OC1=CC=C2C(=C(C(OC2=C1)=O)CC=1C(=C(C=CC1)NS(=O)(=O)C)OC)C N-[3-[[7-[(3-fluoro-2-pyridyl)oxy]-4-methyl-2-oxo-chromen-3-yl]methyl]-2-methoxy-phenyl]methanesulfonamide